FC1(CCN(CC1)C=1OC2=C(C=C(C=C2C(C1C)=O)C)C(C)O)F 2-(4,4-difluoro-1-piperidyl)-8-(1-hydroxyethyl)-3,6-dimethyl-chromen-4-one